C(C)(=O)OC(\C=C\C1=CC=CC=C1)C1=CC=CC=C1 (E)-1,3-diphenylallyl acetate